COC1CC(C1)NCC=CC(=O)N 4-(((1r,3r)-3-methoxycyclobutyl)amino)but-2-enamide